C(C)(C)(C)C1=C(C(=CC(=C1)CCC(=O)OCCCCCCCCCCCCCCCCCC)C)OP(O)OC1=C(C=C(C=C1C)CCC(=O)OCCCCCCCCCCCCCCCCCC)C(C)(C)C.N1(CCC1)C(=O)C1=CC=C(C=C1)Br azetidin-1-yl-(4-bromophenyl)methanone bis[2-t-butyl-6-methyl-4-{2-(octadecyloxycarbonyl)ethyl}phenyl]hydrogenphosphite